N-(1-(3-(trifluoromethyl)phenoxy)-2,3-dihydro-1H-inden-5-yl)acrylamide FC(C=1C=C(OC2CCC3=CC(=CC=C23)NC(C=C)=O)C=CC1)(F)F